3-(4-(4-(2,3-dihydrobenzo[b][1,4]dioxin-6-yl)phenyl)-1H-1,2,3-triazol-1-yl)benzoic acid O1C2=C(OCC1)C=C(C=C2)C2=CC=C(C=C2)C=2N=NN(C2)C=2C=C(C(=O)O)C=CC2